C(C)(C)(C)OC(=O)N(CC1=C(C=C(C=C1)OC)OC)CC1=C(N=C(S1)C1=CC(=NN1CC)C)C1=NC(=CC2=C1C=NN2C)C(=O)O 4-[5-({(tert-butoxycarbonyl)[(2,4-dimethoxyphenyl)methyl]amino}methyl)-2-(1-ethyl-3-methyl-1H-pyrazol-5-yl)-1,3-thiazol-4-yl]-1-methyl-1H-pyrazolo[4,3-c]pyridine-6-carboxylic acid